formyl-N'-salicyloyl-hydrazine C(=O)NNC(C=1C(O)=CC=CC1)=O